allylnickel (II) hexafluorophosphate F[P-](F)(F)(F)(F)F.C(C=C)[Ni+]